3-ethoxy-4-cyanocyclobutene-1,2-dione C(C)OC=1C(C(C1C#N)=O)=O